OCC1=NC=NN1CC=1C=C(C(=O)OC(C)(C)C)C=CC1 tert-butyl 3-((5-(hydroxymethyl)-1H-1,2,4-triazol-1-yl)methyl)benzoate